ClC1=NC(=CC(=N1)C#N)NC1=CC=C(C=C1)C 2-chloro-6-[(4-methylphenyl)amino]pyrimidine-4-carbonitrile